CN1C[C@@H]2[C@H](C1)CN(C2)CC2=CC(=C(C=N2)CN2N=CC=1N=C(N=C(C12)N[C@H](CCO)CCC)N)OC (3S)-3-({1-[(6-{[(3aR,6aS)-5-methyl-octahydropyrrolo[3,4-c]pyrrol-2-yl]methyl}-4-methoxypyridin-3-yl)methyl]-5-amino-1H-pyrazolo[4,3-d]pyrimidin-7-yl}amino)hexan-1-ol